P(=S)(S)(O)O.C(CC)C=1C(=C(C(=C(C1)O)CCC)CCC)CCC.C(CC)C=1C(=C(C(=C(C1)O)CCC)CCC)CCC di(tetrapropylphenol) dithiophosphate